BrC1=CC(=C(C=C1OCCC)CCNC(OC(C)(C)C)=O)OC tert-butyl (2-(4-bromo-2-methoxy-5-propoxyphenyl)ethyl)carbamate